ClC=1C=C(C=CC1)C=1C=CC=C2C(=C(C=3N(C12)C=CN3)C#N)O 9-(3-chlorophenyl)-5-hydroxyimidazo[1,2-a]quinoline-4-carbonitrile